(3S,8S,9S,10R,13R,14S,17R)-17-[(2R,5S)-5-ethyl-6-methylhept-3-en-2-yl]-10,13-dimethyl-2,3,4,7,8,9,11,12,14,15,16,17-dodecahydro-1H-cyclopenta[a]phenanthren-3-ol C(C)[C@H](C=C[C@@H](C)[C@H]1CC[C@H]2[C@@H]3CC=C4C[C@H](CC[C@@]4([C@H]3CC[C@]12C)C)O)C(C)C